C(C=C)OC1=CC=C(C(=C1C1CCC2=NN=C(N21)Cl)Cl)Cl (6-(allyloxy)-2,3-dichlorophenyl)-3-chloro-6,7-dihydro-5H-pyrrolo[2,1-c][1,2,4]triazole